9,10-dimethyl-phenanthrene CC=1C2=CC=CC=C2C=2C=CC=CC2C1C